1-benzyl-4,5,6,7-tetrahydro-1H-Indazole-5-carbonyl chloride C(C1=CC=CC=C1)N1N=CC=2CC(CCC12)C(=O)Cl